C(#N)C1=C(C=C(C(=C1)OCCCl)OCCCl)N=CN(C)C N'-[2-cyano-4,5-bis-(2-chloroethoxy)-phenyl]-N,N-dimethylformamidine